Methyl ((4-fluorophenoxy)(4-nitrophenoxy)phosphoryl)-L-alaninate FC1=CC=C(OP(=O)(OC2=CC=C(C=C2)[N+](=O)[O-])N[C@@H](C)C(=O)OC)C=C1